4-((3-(4-(((3R,4S)-3-fluoro-1-methylpiperidin-4-yl)amino)-1-(2,2,2-trifluoroethyl)-1H-indol-2-yl)prop-2-yn-1-yl)amino)-3-methoxybenzoic acid F[C@@H]1CN(CC[C@@H]1NC1=C2C=C(N(C2=CC=C1)CC(F)(F)F)C#CCNC1=C(C=C(C(=O)O)C=C1)OC)C